C(C)(C)(C)[Si](OCC=1C=C(C=CC1)O)(C)C 3-((tert-butyl-(dimethyl)silyl)oxymethyl)phenol